tert-butyl (1-fluoropent-4-en-2-yl)carbamate FCC(CC=C)NC(OC(C)(C)C)=O